ClC=1C=CC(=C(C(=O)NC2=CC=C(C=C2)[N+](=O)[O-])C1)OCC1=CC=C(C=C1)OCCN1CCCCC1 5-chloro-N-(4-nitrophenyl)-2-[4-[2-(1-piperidinyl)ethoxy]benzyloxy]benzamide